N-(4-((2,5-dimethyl-4,5-dihydro-2H-pyrazolo[4,3-c][1,7]naphthyridin-6-yl-4,4-d2)amino)-5-(propanoyl-3,3,3-d3)pyridin-2-yl)cyclopropanecarboxamide CN1N=C2C(C(N(C=3C(=NC=CC23)NC2=CC(=NC=C2C(CC([2H])([2H])[2H])=O)NC(=O)C2CC2)C)([2H])[2H])=C1